N-[(1S)-1-[4-(4-methyl-1,3-thiazol-5-yl)phenyl]ethyl]pyrrolidine-2-carboxamide CC=1N=CSC1C1=CC=C(C=C1)[C@H](C)NC(=O)C1NCCC1